C(C)(=O)N1CC(C2=NC(=C(C=C21)CC2=CC=C(C=C2)F)OC(C)=O)(C)C Acetic acid 1-acetyl-6-(4-fluoro-benzyl)-3,3-dimethyl-2,3-dihydro-1H-pyrrolo[3,2-b]pyridin-5-yl ester